ClC=1C(=CC(=C(N)C1)F)C=1C=NC=C(C1)COC 5-chloro-2-fluoro-4-(5-(methoxymethyl)pyridin-3-yl)aniline